C1=C(C=CC2=CC=CC=C12)C[C@H](C)N (S)-1-(naphthalen-2-yl)propan-2-amine